N-(3-Chlorophenyl)-N-(2-((cyclopropylmethyl)amino)-2-oxo-1-phenylethyl)-propiolamide ClC=1C=C(C=CC1)N(C(C#C)=O)C(C(=O)NCC1CC1)C1=CC=CC=C1